Ethyl 2-(2,6-dimethyl-4-(1-(5-oxo-4-(4-(trifluoromethyl)phenyl)-4,5-dihydro-1H-1,2,4-triazol-1-yl)ethyl)phenoxy)-2-methylpropionate CC1=C(OC(C(=O)OCC)(C)C)C(=CC(=C1)C(C)N1N=CN(C1=O)C1=CC=C(C=C1)C(F)(F)F)C